ClC1=CC=C(C=N1)CN1CSC=C1 3-((6-chloro-3-pyridyl)methyl)-1,3-thiazoline